BrC=1C(=NC(=NC1)NC=1C(=NN(C1)C1CC2CCC(C1)N2C)C)NCCCN2C(CC2)=O 1-(3-((5-Bromo-2-((3-methyl-1-(8-methyl-8-azabicyclo[3.2.1]octan-3-yl)-1H-pyrazol-4-yl)amino)pyrimidin-4-yl)amino)propyl)azetidin-2-on